(+)-(4aR,8aS)-6-[3-[3-(2-Azaspiro[3.3]heptan-2-yl)-4-(trifluoromethyl)phenoxy]azetidine-1-carbonyl]-4,4a,5,7,8,8a-hexahydropyrido[4,3-b][1,4]oxazin-3-one C1N(CC12CCC2)C=2C=C(OC1CN(C1)C(=O)N1C[C@@H]3[C@@H](OCC(N3)=O)CC1)C=CC2C(F)(F)F